tert-butoxyacrylamide C(C)(C)(C)OC(C(=O)N)=C